3-((1R,3S)-3-hydroxycyclopentyl)-8-(1-methyl-1H-pyrazol-4-yl)-6-(4-(trifluoromethyl)phenyl)pyrido[3,4-d]pyrimidin-4(3H)-one O[C@@H]1C[C@@H](CC1)N1C=NC2=C(C1=O)C=C(N=C2C=2C=NN(C2)C)C2=CC=C(C=C2)C(F)(F)F